NC=1C=C(C(=O)NCCN2[C@@H]3CC([C@H](C2)C3)=O)C=C(C1)C(F)(F)F 3-amino-N-[2-[(1S,4S)-2-oxo-5-azabicyclo[2.2.1]heptan-5-yl]ethyl]-5-(trifluoromethyl)benzamide